(2-(4'-(2-methoxyethoxy)-[1,1'-biphenyl]-4-yl)propan-2-yl)carbamate COCCOC1=CC=C(C=C1)C1=CC=C(C=C1)C(C)(C)NC([O-])=O